ClC1=CC=C(C=C1)NC=1SC=C(N1)C=1SC(=C(N1)C1=CC=CC=C1)CC N-(4-chlorophenyl)-5-ethyl-4-phenyl-[2,4'-bithiazole]-2'-amine